1,3,5-tris[1-(t-butylperoxy)-1-methylethyl]benzene C(C)(C)(C)OOC(C)(C)C1=CC(=CC(=C1)C(C)(OOC(C)(C)C)C)C(C)(OOC(C)(C)C)C